N-(4-(4-Bromophenyl)thiazol-2-yl)-4-fluoro-2-(2,3,3,3-tetrafluoropropanamido)benzamide BrC1=CC=C(C=C1)C=1N=C(SC1)NC(C1=C(C=C(C=C1)F)NC(C(C(F)(F)F)F)=O)=O